CC1=C(NC=C1C)C=O 3,4-dimethylpyrrole-2-carboxaldehyde